(±)-trans-N-[8-amino-6-(1H-pyrrolo[2,3-b]pyridin-4-yl)-3-isoquinolinyl]-2-cyano-cyclopropanecarboxamide NC=1C=C(C=C2C=C(N=CC12)NC(=O)[C@H]1[C@@H](C1)C#N)C1=C2C(=NC=C1)NC=C2 |r|